BrC(C(=O)C=1C(=C(C=CC1)C=1C(=C(C(=CC1)C(F)(F)F)S(=O)(=O)N)Cl)F)C1=NC(=NC=C1)Cl (3-(2-bromo-2-(2-chloropyrimidin-4-yl)acetyl)-2-fluorophenyl)-2-chloro-6-(trifluoro-methyl)benzenesulfonamide